C(C)(C)(C)OC(=O)N1CCCC2=CC=C(N=C12)CCCCC(=O)OC.FC=1C=C2N(CCN(C2=CC1)C(CCN1CCCCC1)=O)C1=CC=CC=C1 1-(6-fluoro-4-phenyl-3,4-dihydroquinoxalin-1(2H)-yl)-3-(piperidin-1-yl)propan-1-one tert-butyl-7-(5-methoxy-5-oxopentyl)-3,4-dihydro-1,8-naphthyridine-1(2H)-carboxylate